C(C)(CC)N1C=2C3=C(C(=NN3CCC1=O)C1=NNC=C1)N=C(C2)N2[C@@H](COCC2)C 6-(sec-butyl)-4-((R)-3-methylmorpholinyl)-2-(1H-pyrazol-3-yl)-8,9-dihydro-1,3,6,9a-tetraazabenzo[cd]azulene-7(6H)-one